C(#N)C1=CC=2N(N=C1)C(=CC2)C2=CC(=C(C=N2)C2=NN=C(S2)C(=O)NCCCN2CCCCC2)NC(C)C 5-(6-(3-cyanopyrrolo[1,2-b]pyridazin-7-yl)-4-(isopropylamino)pyridin-3-yl)-N-(3-(piperidin-1-yl)propyl)-1,3,4-thiadiazole-2-carboxamide